FC([C@H](CC(=O)N1CCC2(CO2)CC1)C1=CC=CC=C1)F (R)-4,4-difluoro-3-phenyl-1-(1-oxa-6-azaspiro[2.5]oct-6-yl)butan-1-one